4-amino-1-[(2R)-6-amino-2-[[2-[[(2R)-2-amino-3-phenyl-propionyl]amino]-6-fluoro-hexanoyl]amino]hexanoyl]piperidine-4-carboxylic acid Tritrifluoroacetate FC(C(=O)O)(F)F.FC(C(=O)O)(F)F.FC(C(=O)O)(F)F.NC1(CCN(CC1)C([C@@H](CCCCN)NC(C(CCCCF)NC([C@@H](CC1=CC=CC=C1)N)=O)=O)=O)C(=O)O